FC1=CC=C2C=CC(=NC2=C1)B(O)O 7-Fluoroquinoline-2-boronic acid